C12CC(CCC2O1)COC(C(=O)OCC1CC2OC2CC1)=O bis(7-oxabicyclo[4.1.0]-3-heptylmethyl)oxalate